C(C)(=O)OC1COC(C1(C)F)N1C(NC(C=C1)=O)=O 5-(2,4-dioxo-3,4-dihydropyrimidin-1(2H)-yl)-4-fluoro-4-methyltetrahydrofuran-3-yl acetate